2-methyl-1,3-pentanediol CC(CO)C(CC)O